S1C2=C(C=C1)C=C(C=C2)CNC(=O)[C@@H]2NCCN(C2)C=2C=1C(N=CN2)=NN(C1)C1=CC(=C(C=C1)C)F (R)-N-(benzo[b]thiophen-5-ylmethyl)-4-(2-(3-fluoro-4-methylphenyl)-2H-pyrazolo[3,4-d]pyrimidin-4-yl)piperazine-2-carboxamide